6-chloro-1-(1-methyltriazol-4-yl)-3-(1H-pyrazol-4-yl)indole ClC1=CC=C2C(=CN(C2=C1)C=1N=NN(C1)C)C=1C=NNC1